C1(=CC=CC=C1)C1=C(NC=2C1=NC=CC2)C2=C(C=NC=C2)OC[C@H]2N(CCC2)C(C#CC)=O 1-[(2S)-2-({[4-(3-phenyl-1H-pyrrolo[3,2-b]pyridin-2-yl)pyridin-3-yl]oxy}methyl)pyrrolidin-1-yl]but-2-yn-1-one